O1CCN(CC1)C=1C2=C(N=C(N1)C=1C=C(C=CC1)NC(C1=CN=CC=C1)=O)C=C(S2)C2=C1C(=NC=C2)NC=C1 N-(3-(4-morpholino-6-(1H-pyrrolo[2,3-b]pyridin-4-yl)thieno[3,2-d]pyrimidine-2-yl)phenyl)nicotinamide